4-(2-{5-[(7R)-7-amino-2-azabicyclo[2.2.1]heptane-2-carbonyl]-7-methoxy-1-methyl-1H-1,3-benzodiazol-2-yl}-1-(cyclopropylmethyl)-1H-pyrrolo[2,3-b]pyridin-6-yl)-5-fluoro-2-methoxyphenol N[C@H]1C2N(CC1CC2)C(=O)C2=CC1=C(N(C(=N1)C1=CC=3C(=NC(=CC3)C3=CC(=C(C=C3F)O)OC)N1CC1CC1)C)C(=C2)OC